phenyltrimethoxy(ethoxy)silane C1(=CC=CC=C1)CO[Si](OCC)(OC)OC